(9Z,12R)-12-hydroxy-9-octadecenoic acid copper salt [Cu+2].O[C@@H](C\C=C/CCCCCCCC(=O)[O-])CCCCCC.O[C@@H](C\C=C/CCCCCCCC(=O)[O-])CCCCCC